P(=O)(Cl)(Cl)Cl Phosphorus (V) Oxychloride